C(CC)(=O)OCC1=C(C(=CC=C1)C1=CC=C(C=C1)N1CCOCC1)O (2R)-2-hydroxy-3-[4-(morpholin-4-yl) phenyl]Benzyl propionate